4-(2-(2-acetylhydrazine-1-carbonyl)-5-fluoropyrimidin-4-yl)piperazine-1-carboxylic acid tert-butyl ester C(C)(C)(C)OC(=O)N1CCN(CC1)C1=NC(=NC=C1F)C(=O)NNC(C)=O